2,5-di(benzoylperoxy)hexane C(C1=CC=CC=C1)(=O)OOC(C)CCC(C)OOC(C1=CC=CC=C1)=O